N(CC(=O)O)CC(=O)O.[Na].[Na] disodium iminodiacetic acid